FC1=NN(C2=CC=C(C=C12)N)C1OCCCC1 3-fluoro-1-tetrahydropyran-2-yl-indazol-5-amine